3-dipropylamino-1-propanol C(CC)N(CCCO)CCC